COC[C@H](C)NC(O[C@H]1C[C@H](CC1)C1=CC(=NN1)NC(CC1=NC=C(N=C1)OC)=O)=O (1R,3S)-3-(3-{[(5-meth-oxypyrazin-2-yl)acetyl]-amino}-1H-pyrazol-5-yl)-cyclopentyl [(2S)-1-meth-oxypropan-2-yl]carbamate